triethylammonium formate C(=O)[O-].C(C)[NH+](CC)CC